CN1N=CC(=C1C)NC1=NC=C(C(=N1)N1C=C(C2=CC(=CC=C12)[N+](=O)[O-])C)F N-(1,5-dimethylpyrazol-4-yl)-5-fluoro-4-(3-methyl-5-nitro-indol-1-yl)pyrimidin-2-amine